C1([C@@H](O)[C@H](O)[C@H](O)[C@@H](O1)C)[C@@]1([C@H](O[C@H]2[C@@]([C@H](C(O)O[C@@H]2CO)O)(O)C2[C@@H](O)[C@H](O)[C@H](O)[C@@H](O2)C)O[C@@H]([C@@H]([C@@H]1O)O)CO)O 2',3-Di-fucosyllactose